OC(C)C=1C(=NC(=CC1)N1C=NC2=C1C=CC(=C2)N2CCN(CC2)C2COC2)N2N=C(C=C2C)C#N 1-[3-(1-Hydroxyethyl)-6-[5-[4-(oxetan-3-yl)piperazin-1-yl]benzimidazol-1-yl]-2-pyridyl]-5-methyl-pyrazole-3-carbonitrile